methyl-2-carbonyloxyanthracene CC(=O)OC1=CC2=CC3=CC=CC=C3C=C2C=C1